FC(S(=O)(=O)OC1=C(C=C(C=C1)C1=NC(=CC=C1NC(C)C=1C=C(C=C2C(C(=C(OC12)N1CCC(CC1)(F)F)C)=O)C)Cl)C=O)(F)F [4-[6-chloro-3-[1-[2-(4,4-difluoro-1-piperidyl)-3,6-dimethyl-4-oxo-chromen-8-yl] ethylamino]-2-pyridyl]-2-formyl-phenyl] trifluoromethanesulfonate